FC=1C=C(C=CC1C(=O)NC1=CC(=CC=C1)NS(=O)(=O)C)C1=CC=CC=C1 3-fluoro-N-(3-(methylsulfonamido)phenyl)-[1,1'-biphenyl]-4-carboxamide